tert-butyl (2S,4R)-4-((tert-butyldiphenylsilyl)oxy)-2-formylpyrrolidine-1-carboxylate [Si](C1=CC=CC=C1)(C1=CC=CC=C1)(C(C)(C)C)O[C@@H]1C[C@H](N(C1)C(=O)OC(C)(C)C)C=O